ClC=1N=C(C2=C(N1)C(=C(N=C2)C2=CC=CC1=CC=CC(=C21)C)C#N)Cl 2,4-dichloro-7-(8-methyl-1-naphthyl)pyrido[4,3-d]pyrimidine-8-carbonitrile